3-(4-(5-(oxetan-3-yloxy)pyridin-3-yl)-1H-pyrazol-1-yl)pyrazolo[1,5-a]pyrimidine O1CC(C1)OC=1C=C(C=NC1)C=1C=NN(C1)C=1C=NN2C1N=CC=C2